ClC1=CC(=C(C=C1)C1=CC(=CN2C1=NC(=C(C2=O)C)C)C=2CCOC(C2)C=2C=NN(C2)C2CC2)F 9-(4-chloro-2-fluorophenyl)-7-(6-(1-cyclopropyl-1H-pyrazol-4-yl)-3,6-dihydro-2H-pyran-4-yl)-2,3-dimethyl-4H-pyrido[1,2-a]pyrimidin-4-one